(E)-3-(4-fluoro-1-(pyridin-2-ylmethyl)-1H-indol-3-yl)-2-cyanoacrylate FC1=C2C(=CN(C2=CC=C1)CC1=NC=CC=C1)/C=C(/C(=O)[O-])\C#N